C=CC=CCCCCCCCCC(C)O 13-tetradecadienol